Hexaanilinocyclotriphosphazene N(C1=CC=CC=C1)P1(=NP(=NP(=N1)(NC1=CC=CC=C1)NC1=CC=CC=C1)(NC1=CC=CC=C1)NC1=CC=CC=C1)NC1=CC=CC=C1